ClP1O[C@@H]([C@H]2N1CCC2)C[Si](C2=CC=CC=C2)(C2=CC=CC=C2)C (3S,3aS)-1-chloro-3-((methyldiphenylsilyl)methyl)tetrahydro-1H,3H-pyrrolo[1,2-c][1,3,2]oxazaphosphole